ClC1=CC=C(C=C1)N1N=NC(=C1CO)C [1-(4-chlorophenyl)-4-methyl-1H-1,2,3-triazol-5-yl]methanol